1-(7-propionyl-7-azaspiro[3.5]nonan-2-yl)-3-(4-(trifluoromethoxy)phenyl)urea C(CC)(=O)N1CCC2(CC(C2)NC(=O)NC2=CC=C(C=C2)OC(F)(F)F)CC1